4-Fluoro-N-methyl-1-{4-[(3R)-3-methylmorpholin-4-yl]-6-[1-((R)-S-methylsulfonimidoyl)cyclopropyl]pyrimidin-2-yl}-1H-benzimidazol-2-amine FC1=CC=CC=2N(C(=NC21)NC)C2=NC(=CC(=N2)N2[C@@H](COCC2)C)C2(CC2)[S@@](=O)(=N)C